p-tolyl (6'-((4-methoxybenzyl)oxy)-3-methyl-6-phenyl-[2,3'-bipyridin]-5-yl)carbamate COC1=CC=C(COC2=CC=C(C=N2)C2=NC(=C(C=C2C)NC(OC2=CC=C(C=C2)C)=O)C2=CC=CC=C2)C=C1